CC1=C(C=CC(=C1)O)C(=O)C 4-hydroxy-2-methylacetophenone